(1R,6S)-2,2-difluoro-6-(((R)-1-phenylethyl)amino)cyclohexan-1-ol FC1([C@@H]([C@H](CCC1)N[C@H](C)C1=CC=CC=C1)O)F